3-(4-(7-fluoro-1H-indol-3-yl)thiophen-2-yl)-3-oxopropionic acid FC=1C=CC=C2C(=CNC12)C=1C=C(SC1)C(CC(=O)O)=O